(R)-N-(5-ethyl-2-methoxy-4-(4-(4-methylpiperazin-1-yl)piperidin-1-yl)phenyl)-6-(3-(4-fluorophenyl)isoxazolidin-2-yl)pyrimidin-4-amine C(C)C=1C(=CC(=C(C1)NC1=NC=NC(=C1)N1OCC[C@@H]1C1=CC=C(C=C1)F)OC)N1CCC(CC1)N1CCN(CC1)C